BrCC=1C=C(C(=NC1)C(=O)OCC)C(=O)OCC diethyl 5-bromomethyl-2,3-pyridinedicarboxylate